C(#N)C1=CC(=CC(=N1)[C@H](CC(=O)OC)NC(C(CC(C)C)N1C(C=C(C(=C1)CCN(C)C)C(F)(F)F)=O)=O)C1=C(C=C(C=C1C)F)C methyl (3S)-3-(6-cyano-4-(4-fluoro-2,6-dimethylphenyl)pyridin-2-yl)-3-(2-(5-(2-(dimethylamino)ethyl)-2-oxo-4-(trifluoromethyl)pyridin-1(2H)-yl)-4-methylpentanamido)propanoate